zinc aluminum magnesium [Mg].[Al].[Zn]